methyl 4-{1-[4-ethoxy-2-methyl-5-(propan-2-yl)phenyl]-1-hydroxyethyl}benzoate C(C)OC1=CC(=C(C=C1C(C)C)C(C)(O)C1=CC=C(C(=O)OC)C=C1)C